13-octadecadienyl acetate CCCCCC(CCCCCCCC/C=C/C=C)OC(=O)C